CN1N=NC(=C1NC(O[C@H](C)C=1C(=NC=CC1)Cl)=O)C1=NC=C(C=C1)NC(=O)N1C[C@@H](CC1)C (R)-1-(2-chloropyridin-3-yl)ethyl (1-methyl-4-(5-((R)-3-methylpyrrolidine-1-carboxamido)pyridin-2-yl)-1H-1,2,3-triazol-5-yl)carbamate